(S)-tert-butyl 4-(3-chloro-5-cyanophenethyl)-2-((4-(methylsulfonyl)phenoxy) methyl)piperazine-1-carboxylate ClC=1C=C(CCN2C[C@H](N(CC2)C(=O)OC(C)(C)C)COC2=CC=C(C=C2)S(=O)(=O)C)C=C(C1)C#N